N-[3-(3-acetylphenyl)-6-(2,4-dimethoxyphenyl)imidazo[1,2-a]pyridin-8-yl]acetamide C(C)(=O)C=1C=C(C=CC1)C1=CN=C2N1C=C(C=C2NC(C)=O)C2=C(C=C(C=C2)OC)OC